C1(CC1)N1C(NC(=CC1=O)N[C@@H](C)C1=CC=CC=C1)=O (S)-3-cyclopropyl-6-((1-phenylethyl)amino)pyrimidine-2,4(1h,3h)-dione